CC1=NC(=NC=C1)C1C(C1)C(=O)N 2-(4-methyl-pyrimidin-2-yl)cyclopropane-1-carboxamide